6-bromo-2,5-dimethyl-4,5-dihydro-[1,2,4]triazolo[1,5-a]quinoxaline-4,4-d2 BrC1=C2N(C(C=3N(C2=CC=C1)N=C(N3)C)([2H])[2H])C